COC=1C=C(C=CC1[N+]=1N(N=C(N1)C1=CC=CC=C1)C1=CC=C(C=C1)[N+](=O)[O-])C1=CC(=C(C=C1)[N+]=1N(N=C(N1)C1=CC=CC=C1)C1=CC=C(C=C1)[N+](=O)[O-])OC (3,3'-dimethoxy-[1,1'-biphenyl]-4,4'-diyl)bis(2-(4-nitrophenyl)-5-phenyl-2H-tetrazol-3-ium)